C(CCCCCCCCCCCCCCC)(=O)OCCCCCCOC(CCCCCCCCCCCCCCC)=O hexylene glycol dipalmitate